C(C)=C1CC(C(CC1)O)OCCC (+-)-4-ethylidene-2-propoxycyclohexanol